5-iodo-2-methyl-3(2H)-pyridazinone IC1=CC(N(N=C1)C)=O